N1C=C(C2=CC=CC=C12)C([C@H](C1=CC=CC=C1)NCCC1=CC=C(C(=O)NC)C=C1)=O |r| (S)- and (R)-4-(2-((2-(1H-indol-3-yl)-2-oxo-1-phenylethyl)amino)ethyl)-N-methylbenzamide